(R)-2-(6-(4-(2-(oxazol-2-yl)phenyl)piperidin-1-yl)-2-azaspiro[3.4]octan-2-yl)-1,3,4-oxadiazole O1C(=NC=C1)C1=C(C=CC=C1)C1CCN(CC1)[C@H]1CC2(CN(C2)C=2OC=NN2)CC1